C[C@]12CC[C@H]3[C@H]([C@@H]1CCC2=O)CCC4=CC(=O)CC[C@]34C=O The molecule is an androstanoid that is androst-4-en-19-al substituted by oxo groups at positions 3 and 17. It has a role as a human metabolite. It is a 17-oxo steroid, a 19-oxo steroid, an androstanoid, a steroid aldehyde and a 3-oxo-Delta(4) steroid. It derives from an androst-4-ene-3,17-dione.